The molecule is a member of the class of hopanoids that is bacteriohopane-31,32,33,34-tetrol carrying an additional amino substituent at position 35. Isolated from Methylococcus capsulatus. It has a role as a bacterial metabolite. It is a hopanoid, a primary amino compound and a tetrol. C[C@H](C[C@H]([C@H]([C@H]([C@H](CN)O)O)O)O)[C@H]1CC[C@]2([C@H]1CC[C@@]3([C@@H]2CC[C@H]4[C@]3(CC[C@@H]5[C@@]4(CCCC5(C)C)C)C)C)C